COC(=O)C1=CC2=C(OC(O2)(C2=CC=CC=C2)C2=CC=CC=C2)C(=C1)O 7-hydroxy-2,2-diphenylbenzo[d][1,3]Dioxole-5-carboxylic acid methyl ester